dibenzyl bromophosphate P(=O)(OCC1=CC=CC=C1)(OCC1=CC=CC=C1)Br